2-[4-cyclopropyl-6-(difluoromethoxy)pyrimidin-5-yl]pyrido[2,3-d]pyrimidin-7-one C1(CC1)C1=NC=NC(=C1C=1N=CC=2C(N1)=NC(CC2)=O)OC(F)F